3-(4-((1R,5S)-3,8-diazabicyclo[3.2.1]octane-8-yl)-1-oxoisoindoline-2-yl)piperidine [C@H]12CNC[C@H](CC1)N2C2=C1CN(C(C1=CC=C2)=O)C2CNCCC2